C(C1=CC=CC=C1)N(C=O)[C@H](C(=O)O)CC=1N=CN(C1)C(C1=CC=CC=C1)(C1=CC=CC=C1)C1=CC=CC=C1 (2S)-2-(N-Benzylformamido)-3-[1-(triphenylmethyl)-1H-imidazol-4-yl]Propanoic Acid